2,2',7,7'-tetra[N,N-di(4-methoxyphenyl)amino]-9,9'-spirobifluorene COC1=CC=C(C=C1)N(C1=CC=C(C=C1)OC)C1=CC=2C3(C4=CC(=CC=C4C2C=C1)N(C1=CC=C(C=C1)OC)C1=CC=C(C=C1)OC)C1=CC(=CC=C1C=1C=CC(=CC13)N(C1=CC=C(C=C1)OC)C1=CC=C(C=C1)OC)N(C1=CC=C(C=C1)OC)C1=CC=C(C=C1)OC